dimethylamine 2-methylnonanedioate CC(C(=O)O)CCCCCCC(=O)O.CNC